(methacryloxymethyl)methyl-dimethoxysilane C(C(=C)C)(=O)OC[Si](OC)(OC)C